COC1=C(C(=NC(=N1)C1=CC=NC=C1)S(=O)C1=CC=C(C=C1)C)C(F)(F)F 6-methoxy-4-[(4-methylphenyl)sulfinyl]-2-(4-pyridyl)-5-trifluoromethylpyrimidine